(R)-N-(2-(2-fluoro-3-hydroxy-3-methylbutyl)-6-morpholino-1-oxoisoindolin-5-yl)-6-methylpyrazolo[1,5-a]pyrimidine-3-carboxamide F[C@H](CN1C(C2=CC(=C(C=C2C1)NC(=O)C=1C=NN2C1N=CC(=C2)C)N2CCOCC2)=O)C(C)(C)O